N[C@@H]1C(N(C2=C(OC1)C=C(C=N2)F)C)=O (3S)-3-amino-8-fluoro-5-methyl-2,3-dihydropyrido[3,2-b][1,4]oxazepin-4-one